6-chloro-8-[(1S,2S)-2-[1-(cyclopropylmethyl)indazol-6-yl]cyclopropyl]imidazo[1,2-b]pyridazine ClC=1C=C(C=2N(N1)C=CN2)[C@@H]2[C@H](C2)C2=CC=C1C=NN(C1=C2)CC2CC2